3-(2-Chloro-6-methylphenyl)-7-((2,4,4-trimethyl-1,2,3,4-tetrahydroisoquinolin-7-yl)amino)-2,3-dihydro-4H-pyrimido[5,4-e][1,3]oxazin-4-one ClC1=C(C(=CC=C1)C)N1COC2=C(C1=O)C=NC(=N2)NC2=CC=C1C(CN(CC1=C2)C)(C)C